C(\C=C\C=CCCCC)=O trans-2,4-nondienal